Tert-butyl (S)-4-(7-bromo-2-chloro-6,8-difluoroquinazolin-4-yl)-2-(cyanomethyl)piperazine-1-carboxylate BrC1=C(C=C2C(=NC(=NC2=C1F)Cl)N1C[C@@H](N(CC1)C(=O)OC(C)(C)C)CC#N)F